ClC1=C(C(=O)NC2=C3C=NN(C3=CC=C2)C=2C=NC(=CC2)OC)C=C(C=C1)CNC(C(CO)(C)C)=O 2-chloro-5-{[(3-hydroxy-2,2-dimethylpropionyl)amino]methyl}-N-[1-(6-methoxypyridin-3-yl)-1H-indazol-4-yl]benzamide